3-[2,2-difluoroethyl-[4-oxo-4-[4-[5-(trifluoromethyl)pyrimidin-2-yl]piperazin-1-yl]butyl]amino]-5-(trifluoromethyl)-1H-Pyridazin-6-one FC(CN(C1=NNC(C(=C1)C(F)(F)F)=O)CCCC(N1CCN(CC1)C1=NC=C(C=N1)C(F)(F)F)=O)F